1-(1-methylpyrazol-4-yl)-6-oxo-pyridazine-3-Carboxylic acid CN1N=CC(=C1)N1N=C(C=CC1=O)C(=O)O